NC1=CC=CC(=N1)S(=O)(=O)NC(=O)C=1C(=NC(=CC1)C1=CCC(CC1)C(F)(F)F)N1C(C[C@@H](C1)C)(C)C N-[(6-Amino-2-pyridyl)sulfonyl]-6-[4-(trifluoromethyl)cyclohexen-1-yl]-2-[(4S)-2,2,4-trimethylpyrrolidin-1-yl]pyridin-3-carboxamid